N-BocTaurine Tetrabutylammonium Salt C(CCC)[N+](CCCC)(CCCC)CCCC.C(=O)(OC(C)(C)C)NCCS(=O)(=O)[O-]